6H,7H,8H-pyrido[4,3-d]pyrimidin N1=CN=CC2=C1CCNC2